(1s,4s)-1-ethyl-4-((5-(imidazo[1,2-a]pyrimidin-6-yl)-7H-pyrrolo[2,3-d]pyrimidin-2-yl)amino)cyclohexan C(C)C1CCC(CC1)NC=1N=CC2=C(N1)NC=C2C=2C=NC=1N(C2)C=CN1